N1(N=CC=C1)C1=CC=C(C=N1)CS(=O)C=1NC2=C(C=CC(=C2C(C1C(C)=O)=O)Cl)Br 2-(((6-(1H-Pyrazol-1-yl)pyridin-3-yl)methyl)sulfinyl)-3-acetyl-8-bromo-5-chlorochinolin-4(1H)-on